FC=1C(=CC(=NC1)OC)N1N=C(C=C1)C(=O)N (2R,4S,5R)-1-(5-fluoro-2-methoxypyridin-4-yl)-1H-pyrazole-3-carboxamide